I.C[C@]1(CNCC1)C#N (3S)-3-methylpyrrolidine-3-carbonitrile hydroiodide